rel-trans-(1R,5R)-3-(tert-butoxycarbonyl)-5-methyl-3-azabicyclo[3.1.0]hexane-1-carboxylic acid C(C)(C)(C)OC(=O)N1C[C@]2(C[C@]2(C1)C)C(=O)O |o1:9,11|